bromo-5-chloro-N-methyl-1-((2-(trimethylsilyl)ethoxy)methyl)-1H-pyrazolo[4,3-b]pyridin-3-amine BrC=1C=C2C(=NC1Cl)C(=NN2COCC[Si](C)(C)C)NC